5-amino-2-(thiazol-5-yl)isonicotinic acid methyl ester COC(C1=CC(=NC=C1N)C1=CN=CS1)=O